ClC1=CC(=C(C=C1)N(S(=O)(=O)C=1C=CC2=C(C(=C(O2)C(=O)OCC)C)C1)CC)CN(C(C1=C(C=CC=C1)Cl)=O)CCC1=CC=CC=C1 ethyl 5-(N-(4-chloro-2-((2-chloro-N-phenethylbenzamido) methyl) phenyl)-N-ethylsulfamoyl)-3-methylbenzofuran-2-carboxylate